COC1=C(C=CC=C1)C1=CC=C(O1)C1=NC2=C(N1C)C=CC=C2 2-(5-(2-Methoxyphenyl)furan-2-yl)-1-methyl-1H-benzo[d]imidazole